N-(2-phenylethyl)fumaric acid amide C1(=CC=CC=C1)CCNC(\C=C\C(=O)O)=O